CO[C@H]1[C@@H](CCC1)N[C@H]1[C@@H](CCCC1)OC=1C=C2CN(C(C2=CC1)=O)C1C(NC(CC1)=O)=O 3-(5-(((1R,2R)-2-(((1R,2R)-2-methoxycyclopentyl)amino)cyclohexyl)oxy)-1-oxoisoindolin-2-yl)piperidine-2,6-dione